N12CC(C(CC1)CC2)N(C(O)=O)[C@H]2C(CC1=CC(=CC=C21)C2=CC(=C(C=C2)F)N(C)C)(C)C.C2(=CC=C(C=C2)N(C2=CC=CC=C2)C2=CC=C(C=C2)C2=CC=CC=C2)C2=CC=CC=C2 bis(biphenyl-4-yl)aniline (S)-quinuclidin-3-yl-(5-(3-(dimethylamino)-4-fluorophenyl)-2,2-dimethyl-2,3-dihydro-1H-inden-1-yl)carbamate